BrC=1OC2=C(C1C=O)C=CC=C2 2-bromobenzofuran-3-formaldehyde